P(O)(=O)(OP(=O)(O)OP(=O)(O)O)OC[C@@H]1[C@H]([C@H]([C@@H](O1)C1=CN(C(=O)NC1=O)COC)O)O N1-methoxymethylpseudouridine-5'-triphosphate